methyl (S)-1-(3-aminopropyl)piperazine-2-carboxylate NCCCN1[C@@H](CNCC1)C(=O)OC